1,1-bis(2-hydroxyphenyl)octane OC1=C(C=CC=C1)C(CCCCCCC)C1=C(C=CC=C1)O